1-(3-(2-Amino-3-chloropyridin-4-yl)-1H-pyrazolo[3,4-b]pyrazin-6-yl)-4-(aminomethyl)piperidin-4-ol NC1=NC=CC(=C1Cl)C1=NNC2=NC(=CN=C21)N2CCC(CC2)(O)CN